1,3-bis(hydroxyethyl)-5,5-dimethylhydantoin OCCN1C(=O)N(C(=O)C1(C)C)CCO